N,N-Diisopropyl-amine C(C)(C)NC(C)C